N-((3S,5R,8R,9S,10S,13R,14S,17R)-14-hydroxy-10,13-dimethyl-17-(5-oxo-2,5-dihydrofuran-3-yl)hexadecahydro-1H-cyclopenta[a]phenanthren-3-yl)-1,4-diazepane-1-carboxamide O[C@]12[C@@H]3CC[C@@H]4C[C@H](CC[C@@]4([C@H]3CC[C@@]2([C@H](CC1)C=1COC(C1)=O)C)C)NC(=O)N1CCNCCC1